O=C1NC(CCC1N1C(C2=CC=CC(=C2C1=O)OCCCCCCCN1N=CC(=C1)B1OC(C(O1)(C)C)(C)C)=O)=O 2-(2,6-dioxopiperidin-3-yl)-4-({7-[4-(4,4,5,5-tetramethyl-1,3,2-dioxaborolan-2-yl)-1H-pyrazol-1-yl]heptyl}oxy)-2,3-dihydro-1H-isoindole-1,3-dione